C(#N)C1=NC2=CC(=CC(=C2N=C1N1CCC2(CC2(F)F)CC1)[C@@H](C)NC1=C(C(=O)O)C=CC=C1)C (R)-2-((1-(2-cyano-3-(1,1-difluoro-6-azaspiro[2.5]octan-6-yl)-7-methylquinoxalin-5-yl)ethyl)amino)benzoic acid